F[Si](C(C(C(C(C(C(C(C(C(C(F)(F)F)(F)F)(F)F)(F)F)(F)F)(F)F)(F)F)(F)F)(F)F)(F)F)(F)F perfluorodecylsilan